C(C)C(CN)CCCCCN 2-ethyl-1,7-heptandiamine